ClC1=NC=2N(C(=C1)NCC1=C(C=CC=C1)N(C)C)N=CC2C(C)C 5-Chloro-N-(2-(dimethylamino)benzyl)-3-isopropylpyrazolo[1,5-a]pyrimidin-7-amine